COC1=CC=C(C=C1)C[C@@H](C(=O)OC)NC(CC1CCN(CC1)C(CCC1=CC=NC=C1)=O)=O Methyl (S)-3-(4-methoxyphenyl)-2-(2-(1-(3-(pyridin-4-yl)propanoyl)piperidin-4-yl)acetamido)propanoate